4-thiophenethiol S1C=CC(=C1)S